C1(CC1)C1=C(C=C(C(=O)[C@](N)(CC(C)C)C(=O)NC)C=C1)OCC1CC1 2-[4-cyclopropyl-3-(cyclopropylmethoxy)benzoyl]-N-methyl-L-leucinamide